4-Chloro-N-((S)-1-((3S,4S)-3,4-dihydroxypyrrolidin-1-yl)-3-methylbutan-2-yl)-3-fluoro-N-methylbenzamide ClC1=C(C=C(C(=O)N(C)[C@H](CN2C[C@@H]([C@H](C2)O)O)C(C)C)C=C1)F